S(OC1=CC=C(C=C1)OCC1=C(C=C(C=C1F)N1N=C(N=C1)C(C)(C)C)F)(=O)(=O)F 4-((4-(3-(tert-butyl)-1H-1,2,4-triazol-1-yl)-2,6-difluorobenzyl)oxy)phenyl sulfurofluoridate